S(=O)(=O)(O)C1SSC(=C1)C1=CC=C(C=C1)C1=NC(=C(N=C1C)C)C 4-(3-sulfo-3H-1,2-dithiol-5-yl)phenyl-3,5,6-trimethyl-pyrazine